thiepinic acid S1C(=CC=CC=C1)C(=O)O